2,3-dichloro-6-nitrobenzene ClC1=CC(=CC=C1Cl)[N+](=O)[O-]